N[C@@H]1C2=CC(=CC=C2CC12CCN(CC2)C2=NC=C(N=C2CO)SC2=C(C(=NC=C2)N)Cl)C#N (S)-1-amino-1'-(5-((2-amino-3-chloropyridin-4-yl)thio)-3-(hydroxymethyl)pyrazin-2-yl)-1,3-dihydrospiro[indene-2,4'-piperidine]-6-carbonitrile